2,4',5-tri-isopropoxybenzophenone C(C)(C)OC1=C(C(=O)C2=CC=C(C=C2)OC(C)C)C=C(C=C1)OC(C)C